FC1=C(N=CC2=C1N=C(N=C2N2CC(CCC2)(O)C)OCC21CCCN1CCC2)C2=C1C=NN(C1=CC=C2C)C2OCCCC2 1-(8-fluoro-2-((hexahydro-1H-pyrrolizin-7a-yl)methoxy)-7-(5-methyl-1-(tetrahydro-2H-pyran-2-yl)-1H-indazol-4-yl)pyrido[4,3-d]pyrimidin-4-yl)-3-methylpiperidin-3-ol